N,N'-diphenyl-terephthalamide C1(=CC=CC=C1)NC(C1=CC=C(C(=O)NC2=CC=CC=C2)C=C1)=O